S[C@H]1[C@@H](COCC1)O |r| racemic-trans-4-sulfanyltetrahydropyran-3-ol